5-ethoxycarbonyl-6-methyl-4-(4'-bromophenyl)-3,4-dihydropyrimidine-2-thione C(C)OC(=O)C=1C(NC(NC1C)=S)C1=CC=C(C=C1)Br